5-[(3S,4S)-4-amino-3-methyl-2-oxa-8-azaspiro[4.5]decan-8-yl]-6-(hydroxymethyl)pyridin-3-ol N[C@@H]1[C@@H](OCC12CCN(CC2)C=2C=C(C=NC2CO)O)C